OC1=C(C=C(C=C1)C1=NC=CN=C1SC1=CC=C(C=C1)C(F)(F)F)S(=O)(=O)NC hydroxy-N-methyl-5-[3-[4-(trifluoromethyl)phenyl]sulfanylpyrazin-2-yl]benzenesulfonamide